C(#C)C1=CC(=C(C(=N1)C)C1=C(C2=C(N=CN=C2N)N1C)C1=NC=C(C=C1F)OC1=NC=CC(=N1)C)OC 6-(6-ethynyl-4-methoxy-2-methylpyridin-3-yl)-5-(3-fluoro-5-((4-methylpyrimidin-2-yl)oxy)pyridin-2-yl)-7-methyl-7H-pyrrolo[2,3-d]pyrimidin-4-amine